dipropylene glycol mono-heptyl ether C(CCCCCC)OC(C)COC(C)CO